3-methyl-1-(6-(trifluoromethyl)pyridin-3-yl)-1H-pyrazol-4-amine CC1=NN(C=C1N)C=1C=NC(=CC1)C(F)(F)F